5-nitro-2-(4-pyridinyl)-1,2-benzothiazol-3(2H)-one [N+](=O)([O-])C=1C=CC2=C(C(N(S2)C2=CC=NC=C2)=O)C1